5,7-di-tert-butyl-3-(3,4-dipropyl-phenyl)-3H-benzofuran-2-one C(C)(C)(C)C=1C=C(C2=C(C(C(O2)=O)C2=CC(=C(C=C2)CCC)CCC)C1)C(C)(C)C